[Cl-].[Cl-].[Cl-].C[Si](C)(C)[Ti+3]C1C=CC2=CC=CC=C12 trimethylsilyl-indenyl-titanium trichloride